2-(7-(4-(1-Methylpiperidin-4-yl)phenyl)-4-oxopyrido-[3,2-d]pyrimidin-3(4H)-yl)-2-phenyl-N-(thiazol-2-yl)acetamide CN1CCC(CC1)C1=CC=C(C=C1)C1=CC=2N=CN(C(C2N=C1)=O)C(C(=O)NC=1SC=CN1)C1=CC=CC=C1